CC1=C(CN2CCCCC2)C=CC=C1 1-(2-methylbenzyl)piperidin